N1(CCCCC1)C=1SC=CN1 2-(piperidin-1-yl)thiazole